N-[5-[(2R,4R,5R)-5-[[bis(4-methoxyphenyl)-phenyl-methoxy]methyl]-4-hydroxy-tetrahydrofuran-2-yl]-3-nitro-6-[2-(4-nitrophenyl)ethoxy]-2-pyridinyl]acetamide COC1=CC=C(C=C1)C(OC[C@@H]1[C@@H](C[C@@H](O1)C=1C=C(C(=NC1OCCC1=CC=C(C=C1)[N+](=O)[O-])NC(C)=O)[N+](=O)[O-])O)(C1=CC=CC=C1)C1=CC=C(C=C1)OC